CC(=CCCC(=O)C1=CCCCC1)C 5,5-dimethyl-1-cyclohexen-1-yl-4-penten-1-one